magnesium palmitoyl-sarcosine C(CCCCCCCCCCCCCCC)(=O)N(C)CC(=O)O.[Mg]